tert-butyl 4-[(R)-(5-chloro-2-pyridinyl)-phenyl-methyl]-4-hydroxy-piperidine-1-carboxylate ClC=1C=CC(=NC1)[C@H](C1(CCN(CC1)C(=O)OC(C)(C)C)O)C1=CC=CC=C1